C(CCCCCCCCCCC)C1=CC=C(N)C=C1 4-dodecyl-aniline